1-(trans-5-(2-(tetrahydro-2H-pyran-4-yl)phenoxy)octahydrocyclopenta[c]pyrrole-2-carbonyl)-1H-pyrazole-3-carboxylic acid O1CCC(CC1)C1=C(OC2CC3C(CN(C3)C(=O)N3N=C(C=C3)C(=O)O)C2)C=CC=C1